5-bromo-N-(2-(4-bromophenyl)propan-2-yl)pentanamide BrCCCCC(=O)NC(C)(C)C1=CC=C(C=C1)Br